FC1=C(OCC=2C=C(C=CC2)NC(OC(C)(C)C)=O)C=CC(=C1C=O)C tert-Butyl N-[3-[(2-fluoro-3-formyl-4-methyl-phenoxy)methyl]phenyl]carbamate